4-{5-[(1S)-1-[(4-fluorophenyl)formamido]-2-hydroxyethyl]-1,2,4-oxadiazol-3-yl}-N-(3-methoxypropyl)benzamide FC1=CC=C(C=C1)C(=O)N[C@@H](CO)C1=NC(=NO1)C1=CC=C(C(=O)NCCCOC)C=C1